4-[6-(1-cyanocyclopropyl)pyrazolo[1,5-a]pyridin-3-yl]-2-(difluoromethoxy)-6-methoxy-benzoic acid tert-butyl ester C(C)(C)(C)OC(C1=C(C=C(C=C1OC)C=1C=NN2C1C=CC(=C2)C2(CC2)C#N)OC(F)F)=O